(4S)-4-(aminomethyl)pyrrolidin-2-one NC[C@@H]1CC(NC1)=O